FC1=CC=CC2=C1N(C(=N2)C=2C(=NON2)N)CC=2C=NC(=CC2)OC(F)(F)F 4-(7-fluoro-1-((6-(trifluoromethoxy)pyridin-3-yl)methyl)-benzimidazol-2-yl)-1,2,5-oxadiazol-3-amine